C(C)(=O)N[C@@H](CC1=CC=C(C=C1)[N+](=O)[O-])C(=O)O N-acetyl-p-nitro-L-phenylalanine